C(=O)(O)N([C@@H](C)C(=O)[O-])C(=O)O.[Na+].[Na+].[Na+].C(=O)(O)N([C@@H](C)C(=O)[O-])C(=O)O.C(=O)(O)N([C@@H](C)C(=O)[O-])C(=O)O trisodium dicarboxylalaninate